9-(2-phosphonomethoxypropyl)-adenine P(=O)(O)(O)COC(CN1C2=NC=NC(=C2N=C1)N)C